(S)-2-(3-(2,5-dichloropyrimidin-4-yl)-5-oxo-5H-pyrrolo[3,4-b]pyridin-6(7H)-yl)-N-(2-hydroxy-1-(m-tolyl)ethyl)acetamide ClC1=NC=C(C(=N1)C=1C=C2C(=NC1)CN(C2=O)CC(=O)N[C@H](CO)C=2C=C(C=CC2)C)Cl